CC1C(CCCC1C)NCC(C#N)C#N 2,3-dimethyl-dicyanoethyl-cyclohexylamine